C1(CC1)C1=C(C(=NO1)C1=C(C=NC=C1Cl)Cl)COC12CCC(CC1)(CC2)COCC=2C=C(C(=O)O)C=CC2 3-(((4-((5-cyclopropyl-3-(3,5-dichloropyridin-4-yl)isoxazol-4-yl)methoxy)bicyclo[2.2.2]octan-1-yl)methoxy)methyl)benzoic acid